Azelaaldehyde C(CCCCCCCC=O)=O